CC1=NN=C(O1)C1CNC1 3-(5-methyl-1,3,4-oxadiazol-2-yl)azetidin